ClC1=CNC2=NC=CC(=C21)OC2=CC(=C(C=C2)NC(NC2=CC(=C(CN1CCN(CC1)C(=O)OC(C)(C)C)C=C2)C(F)(F)F)=O)F tert-butyl 4-(4-(3-(4-((3-chloro-1H-pyrrolo[2,3-b]pyridin-4-yl)oxy)-2-fluorophenyl)ureido)-2-(trifluoromethyl)benzyl)piperazine-1-carboxylate